tert-butyl (5-fluoropyridin-3-yl)carbamate FC=1C=C(C=NC1)NC(OC(C)(C)C)=O